isopropoxytriacryloxytitanium C(C)(C)O[Ti](OC(C=C)=O)(OC(C=C)=O)OC(C=C)=O